(3S,4R)-3-methyl-4-(4-methyl-1-((S)-tetrahydrofuran-3-yl)-1H-pyrazol-5-yl)piperidine C[C@@H]1CNCC[C@H]1C1=C(C=NN1[C@@H]1COCC1)C